FC1(CN(C1)C(CC1=CC=C(C=C1)NC=1N=CC2=C(N1)CN(CC2)C2=C(C1=C(OCCN1C(=O)OC(C)(C)C)N=C2)C)=O)F tert-butyl 7-[2-({4-[2-(3,3-difluoroazetidin-1-yl)-2-oxoethyl]phenyl}amino)-5H,6H,7H,8H-pyrido[3,4-d]pyrimidin-7-yl]-8-methyl-1H,2H,3H-pyrido[2,3-b][1,4]oxazine-1-carboxylate